5-cyclopropyl-3-(spiro[2.5]octan-6-yl)isoxazole-4-carboxylic acid C1(CC1)C1=C(C(=NO1)C1CCC2(CC2)CC1)C(=O)O